OC(CCCC)C1=C(C(=O)O)C=CC=C1 (1-hydroxy-n-pentyl)benzoic acid